FC(C=1C(=C(C=CC1)[C@@H](C)NC1=CC=NC2=CC=C(C=C12)C1CCN(CC1)C(C)=O)F)F (R)-1-(4-(4-((1-(3-(difluoromethyl)-2-fluorophenyl)ethyl)amino)quinolin-6-yl)piperidin-1-yl)ethan-1-one